N=C(C1(CC(C1)=C)C#N)N1CCOCC1 1-(imino(morpholino)methyl)-3-methylenecyclobutane-1-carbonitrile